NC=1N=CC(=NC1OC(C)C1=C(C=CC=C1Cl)Cl)C=1C=C(C(=O)O)C=CC1 3-{5-amino-6-[1-(2,6-dichloro-phenyl)-ethoxy]-pyrazin-2-yl}-benzoic acid